NC1=NC(=C(C=2N1C(N(N2)CCC(=O)N(C)C)=O)C2=CC(=NC(=C2)C)C)C2=CC=CC=C2 3-[5-amino-8-(2,6-dimethyl-4-pyridinyl)-3-oxo-7-phenyl-[1,2,4]triazolo[4,3-c]pyrimidin-2-yl]-N,N-dimethyl-propionamide